FC1=CC=C(C=C1)C(C)C=1C=NC(=NC1)N1CCNCC1 5-[1-(4-fluorophenyl)ethyl]-2-piperazin-1-ylpyrimidine